C1(CC1)S(=O)(=O)N1CCN(CC1)CC1=CC=C(COC2=C3CN(C(C3=CC=C2)=O)C2C(NC(CC2)=O)=O)C=C1 3-{4-[4-(4-CYCLOPROPANESULFONYL-PIPERAZIN-1-YL-METHYL)-BENZYLOXY]-1-OXO-1,3-DIHYDRO-ISOINDOL-2-YL}-PIPERIDINE-2,6-DIONE